2-[4-(difluoromethoxy)-2-(difluoromethyl)-6-methylphenyl]-6-methoxy-2,5-dihydro-4H-pyrazolo[3,4-d]pyrimidin-4-one FC(OC1=CC(=C(C(=C1)C)N1N=C2N=C(NC(C2=C1)=O)OC)C(F)F)F